(4-[(TERT-BUTOXYCARBONYL)AMINO]PYRIDIN-3-YL)BORONIC ACID C(C)(C)(C)OC(=O)NC1=C(C=NC=C1)B(O)O